dimethyl(2-(trimethoxysilyl)ethyl)silyl dimethylcarbamate CN(C(O[Si](CC[Si](OC)(OC)OC)(C)C)=O)C